N-[2'-(9H-carbazol-9-yl)[1,1'-biphenyl]-4-yl][1,1'-biphenyl]-4-amine C1=CC=CC=2C3=CC=CC=C3N(C12)C1=C(C=CC=C1)C1=CC=C(C=C1)NC1=CC=C(C=C1)C1=CC=CC=C1